5-amino-3-cyano-1-(2,6-dichloro-4-trifluoromethyl-phenyl)-4-trifluoromethyl-sulfinyl-pyridine NC=1C(=C(CN(C1)C1=C(C=C(C=C1Cl)C(F)(F)F)Cl)C#N)S(=O)C(F)(F)F